tert-butyl (2R,3S,4S)-4-[(tert-butoxycarbonyl)oxy]-2-[(4-hydroxyphenyl)methyl]-3-[(4-nitrophenoxycarbonyl)oxy]pyrrolidine-1-carboxylate C(C)(C)(C)OC(=O)O[C@@H]1[C@H]([C@H](N(C1)C(=O)OC(C)(C)C)CC1=CC=C(C=C1)O)OC(=O)OC1=CC=C(C=C1)[N+](=O)[O-]